FC(OC=1C(=CC(=NC1)N1CCN(CC1)C)NC1=NC=C(C(=N1)C1=CC=C2C(NC(C2=C1)=O)(C)C)F)F 6-(2-((5-(difluoromethoxy)-2-(4-methylpiperazin-1-yl)pyridin-4-yl)amino)-5-fluoropyrimidin-4-yl)-3,3-dimethylisoindol-1-one